C1=CC=CC=2C3=CC=CC=C3N(C12)C1=CC=C(C=C1)C1=CC=C(C=C1)N1C2=CC=CC=C2C=2C=CC=CC12 4,4'-di(carbazol-9-yl)biphenyl